1-((2R,4S,5R)-4-hydroxy-5-(hydroxymethyl)-5-methyltetrahydrofuran-2-yl)-2,4-dioxo-1,2,3,4-tetrahydropyrimidine-5-carbonitrile O[C@H]1C[C@@H](O[C@]1(C)CO)N1C(NC(C(=C1)C#N)=O)=O